(1-(2-(((1H-pyrrolo[3,2-c]pyridin-2-yl)methyl)amino)-2-oxoethyl)-6-oxo-2-phenyl-1,6-dihydropyrimidin-5-yl)-5-phenyl-1,3,4-oxadiazole-2-carboxamide N1C(=CC=2C=NC=CC21)CNC(CN2C(=NC=C(C2=O)NC(=O)C=2OC(=NN2)C2=CC=CC=C2)C2=CC=CC=C2)=O